ClC=1C=C2C=C(NC2=CC1C1=NC(=C(C=C1)NC)F)CNC(=O)N1CCC1 N-({5-chloro-6-[6-fluoro-5-(methylamino)-2-pyridyl]-2-indolyl}methyl)-1-azetidinecarboxamide